[O-]S(=O)(=O)C(F)(F)F.C(CCC)OC=1C=C2C=CC(=CC2=CC1)[S+]1CCCC1 1-(6-n-butoxynaphthalen-2-yl)tetrahydrothiophenium triflate